6-methylfuro[2,3-b]pyridine CC1=CC=C2C(=N1)OC=C2